tert-butyl N-[(7R)-5-(7-oxoheptanoyl)-5-azaspiro[2.4]heptan-7-yl]carbamate O=CCCCCCC(=O)N1CC2(CC2)[C@H](C1)NC(OC(C)(C)C)=O